C1(CC1)C(C)N1CC2=CC=CC(=C2C1=O)NC(=O)C1=C2C(=NC=C1C)OCO2 N-(2-(1-cyclopropylethyl)-3-oxoisoindolin-4-yl)-6-methyl-[1,3]dioxolo[4,5-b]pyridine-7-carboxamide